NC1=C(C2=C(N=C(N=C2)C)N1C=1C(=CC=C2C=NN(C12)C)Cl)C(=O)N 6-amino-7-(6-chloro-1-methyl-indazol-7-yl)-2-methyl-pyrrolo[2,3-d]pyrimidine-5-carboxamide